C(C)(C)C1=C(C(=O)N)C=CC(=C1)OCC1NCCC1 isopropyl-4-(pyrrolidin-2-ylmethoxy)benzamide